17,21-dihydroxypregnene-1,4-diene-3,11,20-trione O[C@]1(C(CO)=O)C=C[C@H]2[C@@H]3CCC4=CC(C=C[C@]4(C)[C@H]3C(C[C@]12C)=O)=O